tert-butyl (3-(2-fluoro-3-nitrophenyl)prop-2-yn-1-yl)carbamate FC1=C(C=CC=C1[N+](=O)[O-])C#CCNC(OC(C)(C)C)=O